6-(1,6-dimethylpiperidin-2-yl)-4-(trifluoromethyl)-2,3-dihydro-1H-isoindol-1-one CN1C(CCCC1C)C1=CC(=C2CNC(C2=C1)=O)C(F)(F)F